C(C)OC(=O)C1=NN(C=2C(CCC(C12)(C)C)=O)C1OCCCC1 4,4-dimethyl-7-oxo-1-(tetrahydro-2H-pyran-2-yl)-4,5,6,7-tetrahydro-1H-indazole-3-carboxylic acid ethyl ester